6-chloro-furo[3,2-c]pyridine-2-carboxylic acid ethyl ester C(C)OC(=O)C1=CC=2C=NC(=CC2O1)Cl